3-(2-fluoro-6-((R)-2-methylpyrrolidin-1-yl)phenyl)urea FC1=C(C(=CC=C1)N1[C@@H](CCC1)C)NC(N)=O